O1CCNCC2=C1C=CC=C2 3,4-dihydro-2H-benzo[f][1,4]Oxazepin